2-(3-(6-chlorofuro[3,2-b]pyridin-3-yl)phenyl)-N-ethylacetamide ClC=1C=C2C(=NC1)C(=CO2)C=2C=C(C=CC2)CC(=O)NCC